2-chloro-4-iodo-5-((2,2,2-trifluoroethoxy)methyl)pyrimidine ClC1=NC=C(C(=N1)I)COCC(F)(F)F